tert-butyl (2R,5S)-4-(7'-(2-(dimethylamino)-2-oxoethyl)-6',7'-dihydrospiro[cyclobutane-1,5'-pyrrolo[2,3-d]pyrimidin]-4'-yl)-2,5-dimethylpiperazine-1-carboxylate CN(C(CN1CC2(C3=C1N=CN=C3N3C[C@H](N(C[C@@H]3C)C(=O)OC(C)(C)C)C)CCC2)=O)C